FC1=C(C(=CC=C1)OC)C1=CC2=CN(N=C2C=C1)C1CN(C1)C(C=C)=O 1-(3-(5-(2-fluoro-6-methoxyphenyl)-2H-indazol-2-yl)azetidin-1-yl)prop-2-en-1-one